ClC=1C(=C2CC(CC2=CC1)NC=1C=CC(=NC1)C(C(F)(F)F)N1CC2(COC2)CC1=O)F 6-(1-(5-((5-Chloro-4-fluoro-2,3-dihydro-1H-inden-2-yl)amino)pyridin-2-yl)-2,2,2-trifluoroethyl)-2-oxa-6-azaspiro[3.4]octan-7-one